OCC1=C(C=C(C=C1)NCC#N)C 2-((4-(hydroxymethyl)-3-methylphenyl)amino)acetonitrile